[Cl-].[Cl-].C1(=C(C=CC=C1)P(C1=C(C=CC=C1)C)C1=C(C=CC=C1)C)C.[Pd+2] palladium (II) tris(o-tolyl)phosphine dichloride